C(C)(C)(C)OC(=O)N1C[C@@H](CC1)[C@H](C(=O)OC(C)(C)C)CC1=CC(=CC=C1)CN1CCNCC1 (S)-3-((R)-1-(tert-butoxy)-1-oxo-3-(3-(piperazin-1-ylmethyl)phenyl)propan-2-yl)pyrrolidine-1-carboxylic acid tert-butyl ester